ClC=1C=C(C=CC1C(=O)N1CCN(CC1)C(=O)C1CCNCC1)NC(=O)C=1N(C(=CN1)C1=C(C(=C(C=C1)C=1C(=NN(C1)CCOC)C)F)F)C N-[3-chloro-4-[4-(piperidine-4-carbonyl)piperazine-1-carbonyl]phenyl]-5-[2,3-difluoro-4-[1-(2-methoxyethyl)-3-methyl-pyrazol-4-yl]phenyl]-1-methyl-imidazole-2-carboxamide